Cl.C(C)(C)C1=CN=C2N1N=C(C=C2NC2=CC(=CC=C2)C(F)(F)F)SC2CNCCC2 3-isopropyl-6-(piperidin-3-ylthio)-N-(3-(trifluoromethyl)phenyl)imidazo[1,2-b]pyridazin-8-amine hydrochloride